(1,3,5-tris[(3-pyridyl)-benzene-3-yl])Benzene N1=CC(=CC=C1)C1=CC(=CC=C1)C1=CC(=CC(=C1)C=1C=C(C=CC1)C=1C=NC=CC1)C=1C=C(C=CC1)C=1C=NC=CC1